(3Z)-6-(methoxymethoxy)-3-hexenylmagnesium iodide COCOCC\C=C/CC[Mg]I